ClC=1C=NC(=C(C(=O)NC2=C(C(=C(C=C2)F)C#C)F)C1)OC 5-chloro-N-(3-ethynyl-2,4-difluorophenyl)-2-methoxynicotinamide